4-(9-chloro-10-(2,4-difluorophenyl)-5-oxo-2,3-dihydro-5H-[1,4]thiazino[2,3,4-ij]quinazolin-7-yl)-2-((methylsulfonyl)methyl)piperazine-1-carboxylate ClC=1C=C2C(=NC(N3C2=C(C1C1=C(C=C(C=C1)F)F)SCC3)=O)N3CC(N(CC3)C(=O)[O-])CS(=O)(=O)C